4-methoxy-2,3-dimethyl-pyridine COC1=C(C(=NC=C1)C)C